CN(C(=O)C1=CC=C(C=C1)C=1C=CC(=NC1)NC=1C=C(C=NC1)NC(CCC1=CC=C(C=C1)NC(OC(C)(C)C)=O)=O)C tert-butyl (4-(3-((5-((5-(4-(dimethylcarbamoyl)phenyl)pyridin-2-yl)amino)pyridin-3-yl)amino)-3-oxopropyl)phenyl)carbamate